4-[5-(4-bromophenyl)-1-[4-(trifluoromethyl)-3-pyridyl]pyrrol-2-yl]-N-[2-(dimethylamino)ethyl]benzamide BrC1=CC=C(C=C1)C1=CC=C(N1C=1C=NC=CC1C(F)(F)F)C1=CC=C(C(=O)NCCN(C)C)C=C1